ClC=1C=CC(=C(C1)C1=NN(C=C1NC(=O)C=1C=NN2C1N=CC=C2)CC(=O)NC(CO)CO)OC N-(3-(5-chloro-2-methoxyphenyl)-1-(2-(1,3-dihydroxypropan-2-ylamino)-2-oxoethyl)-1H-pyrazol-4-yl)pyrazolo[1,5-a]pyrimidine-3-carboxamide